ClC1=CC=C(S1)CNC1=CC(=NN1)C=1C(N(C=CC1)CCC(=O)O)=O 3-[3-(5-{[(5-chlorothiophen-2-yl)methyl]amino}-1H-pyrazol-3-yl)-2-oxo-1,2-dihydropyridin-1-yl]propanoic acid